phenyl(benzoxy-α,α-dimethylglycine) phosphorochloridate P(O)(O)(=O)Cl.C1(=CC=CC=C1)N(C(C(=O)O)(C)C)OCC1=CC=CC=C1